CC1=CC=C[C@]2([C@H]1CC3=C(C2)OC=C3C)C Furanoeudesma-1,3-diene